tert-butyl (R)-2-(5-chloro-8-hydroxy-6-((3'-(3-(3-hydroxypyrrolidin-1-yl)propoxy)-2,2'-dimethyl-[1,1'-biphenyl]-3-yl)methoxy)-3,4-dihydroisoquinolin-2(1H)-yl)acetate ClC1=C2CCN(CC2=C(C=C1OCC=1C(=C(C=CC1)C1=C(C(=CC=C1)OCCCN1C[C@@H](CC1)O)C)C)O)CC(=O)OC(C)(C)C